FC=1C=C2NC(C(NC2=C(C1)C(F)(F)F)=O)(C)C 6-fluoro-3,3-dimethyl-8-(trifluoromethyl)-3,4-dihydroquinoxalin-2(1H)-one